(S)-1-(2-chlorophenyl)-2-(2H-tetrazol-2-yl)ethanol ClC1=C(C=CC=C1)[C@@H](CN1N=CN=N1)O